2-(3-(3-Isopropyl-2-(8-methyl-[1,2,4]triazolo[1,5-a]pyridin-6-yl)-1H-indol-5-yl)azetidin-1-yl)-N,N-dimethylacetamid C(C)(C)C1=C(NC2=CC=C(C=C12)C1CN(C1)CC(=O)N(C)C)C=1C=C(C=2N(C1)N=CN2)C